FC(C(=O)O)(F)F.N[C@H]1COCC[C@@H]1C1=C(C2=NC(=CC(=C2S1)NCC1=CC=CC=C1)Cl)Br 2-((3R,4S)-3-aminotetrahydro-2H-pyran-4-yl)-N-benzyl-3-bromo-5-chlorothieno[3,2-b]pyridin-7-amine trifluoroacetate